CNCC1=CC=CC=C1 N-methyl-1-phenylmethaneAmine